(2S,3S,4S,5S,6S)-2-((S)-1-fluoro-2-methoxyethyl)-6-(((S)-(((S)-1-isopropoxy-1-oxopropan-2-yl)amino)(phenoxy)phosphoryl)oxy)tetrahydro-2H-pyran-3,4,5-triyl triacetate C(C)(=O)O[C@@H]1[C@H](O[C@H]([C@H]([C@H]1OC(C)=O)OC(C)=O)O[P@@](=O)(OC1=CC=CC=C1)N[C@H](C(=O)OC(C)C)C)[C@H](COC)F